4-cyclopropyl-2-methanesulfonyl-5-(3-methyl-1,2-oxazol-5-yl)pyrimidine C1(CC1)C1=NC(=NC=C1C1=CC(=NO1)C)S(=O)(=O)C